O1C(=NC=C1)OC(C1=CC=CC=C1)=O.N1(CCCCC1)C(=O)C1=CC(=CC=C1)NC1=CC=NC2=CC(=CC=C12)C(F)(F)F (piperidin-1-yl){3-[(7-trifluoromethylquinolin-4-yl)amino]Phenyl}methanone oxazol-2-yl-benzoate